Gadolinium(III) oxalate C(C(=O)[O-])(=O)[O-].[Gd+3].C(C(=O)[O-])(=O)[O-].C(C(=O)[O-])(=O)[O-].[Gd+3]